CC1=CN=C(S1)C=O (5-methyl-1,3-thiazol-2-yl)methanone